BrC=1NC2=CC=CC=C2C1C=O bromoindole-3-formaldehyde